BrC=1N=C(N2C1CN(C(C2C)=O)C)CC 1-bromo-3-ethyl-5,7-dimethyl-7,8-dihydroimidazo[1,5-a]pyrazin-6(5H)-one